FC1=CC(=C(C=C1)C=1C=2N(C=CC1)N=C(N2)NC2CC=1C=NN(C1CC2)C)C [8-(4-fluoro-2-methyl-phenyl)-[1,2,4]triazolo[1,5-a]pyridine-2-yl]-(1-methyl-4,5,6,7-tetrahydro-1H-indazol-5-yl)-amine